7-(8-ethyl-7-fluoro-3-hydroxynaphthalen-1-yl)-8-fluoro-2-((((2R,7aS)-2-fluorotetrahydro-1H-pyrrolizine-7a(5H)-yl)methoxy)quinazolin-4-yl)-3-methylpiperidin-3-ol C(C)C=1C(=CC=C2C=C(C=C(C12)C1=CC=C2C(=NC(=NC2=C1F)OC[C@]12CCCN2C[C@@H](C1)F)C1NCCCC1(O)C)O)F